NC1C(N(CC1)C(=O)OC(C)(C)C)CC1=NC(=CC=C1)C#CC1CC1 tert-butyl 3-amino-2-((6-(cyclopropylethynyl)pyridin-2-yl)methyl)-pyrrolidine-1-carboxylate